((3R,4S)-3-methyl-1-(methylsulfonyl)piperidin-4-yl)-5-(piperidin-1-yl)-6-(1H-pyrazol-4-yl)-[1,2,4]triazolo[1,5-a]pyridin-2-amine C[C@H]1CN(CC[C@@H]1C1=CC=2N(C(=C1C=1C=NNC1)N1CCCCC1)N=C(N2)N)S(=O)(=O)C